ClC=1C=CC2=C(N=C(S2)C(CCCC2=C(C=CC(=C2)OC)S(=O)(=O)N)C)C1 (4-(5-Chlorobenzo[d]thiazol-2-yl)pentyl)-4-methoxybenzenesulfonamide